N-[2-fluoro-5-(1-hydroxyethyl)phenyl]-6-(trifluoromethyl)pyridine-2-carboxamide FC1=C(C=C(C=C1)C(C)O)NC(=O)C1=NC(=CC=C1)C(F)(F)F